1-(2-amino-5-bromopyridin-3-yl)cyclopropanecarbonitrile NC1=NC=C(C=C1C1(CC1)C#N)Br